FC(C=1C=C(C(=O)N2CCN(CC2)C2=NC3=CC=CC=C3C(N2)=O)C=C(C1)C(F)(F)F)(F)F 2-[4-[3,5-Bis(trifluoromethyl)benzoyl]piperazin-1-yl]-3H-quinazolin-4-one